The molecule is a monocarboxylic acid anion resulting from the deprotonation of the carboxy group of (+)-trans-chrysanthemic acid. The major species at pH 7.3. It is a conjugate base of a (+)-trans-chrysanthemic acid. CC(=C[C@@H]1[C@H](C1(C)C)C(=O)[O-])C